N1CCCCC1 (R)-piperidine